[I-].C1(CCCCC1)C(=O)OC1=C(C=CC=C1)CC(=O)OC(C(C)C)[N+]1(CCC=C(C1)C1=NSN=C1OCCCCCC)C 1-(1-(2-(2-((Cyclohexanecarbonyl)oxy)phenyl)acetoxy)-2-methylpropyl)-5-(4-(hexyloxy)-1,2,5-thiadiazol-3-yl)-1-methyl-1,2,3,6-tetrahydropyridin-1-ium iodide